N-hydroxy-4-((trifluoromethyl)thio)benzimidamide ONC(C1=CC=C(C=C1)SC(F)(F)F)=N